C[C@@H]1CC2=NN3C(C(N(C[C@@H](C3)C3=NNC=C3)C)=O)=C2CN1 |o1:10| (3R,8S*)-3,10-Dimethyl-8-(1H-pyrazol-3-yl)-3,4,7,8,9,10-hexahydro-1H-pyrido[4',3':3,4]pyrazolo[1,5-a][1,4]diazepin-11(2H)-one